1-((((R)-1-(2-chlorophenyl)-2-oxocyclohexyl)(methyl)carbamoyl)oxy)ethyl acetyl-L-valinate C(C)(=O)N[C@@H](C(C)C)C(=O)OC(C)OC(N(C)[C@@]1(C(CCCC1)=O)C1=C(C=CC=C1)Cl)=O